NC1C(CC(C(C1)N)N)N 2,5-diamino-1,4-diamino-cyclohexane